3-fluoro-2,2-dimethyl-propan-1-amine hydrochloride Cl.FCC(CN)(C)C